N1C=C(C2=CC=CC=C12)CC#N indole-3-acetonitrile